tert-butyl 9-(2-chloro-5-methoxy-4-nitrophenyl)-3,9-diazaspiro[5.5]undecane-3-carboxylate ClC1=C(C=C(C(=C1)[N+](=O)[O-])OC)N1CCC2(CCN(CC2)C(=O)OC(C)(C)C)CC1